O(OOOOCCCCCCCCCCCCO)O pentaoxaheptadecane-1,17-diol